OC1=C(C(=O)C2=CC=CC=C2)C(=CC(=C1O)O)O 2,3,4,6-tetrahydroxybenzophenone